ClC1=C(CNC(=O)[C@]2(C=3C=CC=NC3[C@]3(CC2)OC3)F)C(=CC(=C1)F)CO (2S,5'S)-N-(2-chloro-4-fluoro-6-(hydroxymethyl)benzyl)-5'-fluoro-6',7'-dihydro-5'H-spiro[oxirane-2,8'-quinoline]-5'-carboxamide